2-(4-(tert-butyl)-5-chloro-2-methylphenyl)-4-ethoxy-1,6-naphthyridine-5-carbonitrile C(C)(C)(C)C1=CC(=C(C=C1Cl)C1=NC=2C=CN=C(C2C(=C1)OCC)C#N)C